NC1=NS(NC2=C1C(=CC=C2)OCC(C(=O)NCCC)(C)C)(=O)=O 3-[(4-amino-2,2-dioxido-1H-2,1,3-benzothiadiazin-5-yl)oxy]-2,2-dimethyl-N-propyl-propionamide